2-(6-fluoro-3-methyl-indol-1-yl)-N-(2-methyl-5-piperazin-1-yl-phenyl)propanamide FC1=CC=C2C(=CN(C2=C1)C(C(=O)NC1=C(C=CC(=C1)N1CCNCC1)C)C)C